NC1=C(C(=C(C=C1N)N(C(C)=O)C)C)F N-(4,5-Diamino-3-fluoro-2-methylphenyl)-N-methylacetamide